[Cu].NC1=NC=C(C2=C1C=NN2COCC[Si](C)(C)C)NC(C(N2[C@H](CC[C@@H](C2)C)C=2C=CC1=C(N=C(S1)CCCN(C)C)C2)=O)=O N-[4-Amino-1-(2-trimethylsilylethoxymethyl)pyrazolo[4,3-c]pyridin-7-yl]-2-oxo-2-[(2R,5S)-2-[2-[3-(dimethylamino)propyl]-1,3-benzothiazol-5-yl]-5-methyl-1-piperidyl]acetamide Copper